ClC1=CC=C(C(=N1)C(=O)O)N[C@H](C)C1=C2N=C(C(=NC2=CC(=C1)C)C#N)N1CCC(CC1)N(C(C)=O)C (R)-6-chloro-3-((1-(2-cyano-7-methyl-3-(4-(N-methylacetamido)piperidin-1-yl)quinoxalin-5-yl)ethyl)amino)picolinic acid